1-bromo-4-(4'-methyl-2,2'-bipyridine-4-yl)butane BrCCCCC1=CC(=NC=C1)C1=NC=CC(=C1)C